4-(2-(difluoromethyl)-1H-benzo[d]imidazol-1-yl)-6-morpholino-N-(2-phenylpropan-2-yl)-1,3,5-triazin-2-amine FC(C1=NC2=C(N1C1=NC(=NC(=N1)N1CCOCC1)NC(C)(C)C1=CC=CC=C1)C=CC=C2)F